CN1C(=NN=C1)C1=C(C=CC=C1)C1=CC(=CC=C1)C1=NC2=C(N1)C(=CC=C2)C(F)(F)F 2-(2'-(4-Methyl-4H-1,2,4-triazol-3-yl)-[1,1'-biphenyl]-3-yl)-7-(trifluoromethyl)-1H-benzo[d]imidazole